C(CCCCCCCCC)OC=C decyl-vinylether